4-bromo-6-methoxy-2-neopentylisoindoline BrC1=C2CN(CC2=CC(=C1)OC)CC(C)(C)C